C(=C)C1(C(=O)OC1C)C=C α,α-divinyl-β-butyrolactone